C(C)C1(OCCCO1)CC 2,2-diethyl-1,3-dioxane